C(\C(=C(\C(=O)O)/[2H])\[2H])(=O)O fumaric acid-d2